C(=O)(O)CN([C@@H](CN(C)CC(=O)O)C(=O)O)C N-(carboxymethyl)-3-[(carboxymethyl)methylamino]-N-methyl-alanine